6-(difluoromethoxy)-8-fluoro-3,4-dihydroisoquinolin-1(2H)-one FC(OC=1C=C2CCNC(C2=C(C1)F)=O)F